ClC1=C(C=C2C=C(N=CC2=C1)NC(=O)C=1C=NN(C1)C)C1CCN(CC1)[C@]1(COC[C@H]1O)C N-(7-chloro-6-(1-((3S,4S)-4-hydroxy-3-methyltetrahydrofuran-3-yl)piperidin-4-yl)isoquinolin-3-yl)-1-methyl-1H-pyrazole-4-carboxamide